1-(5-((1-(isopropylsulfonyl)piperidin-4-yl)methyl)pyrazolo[1,5-a]pyridin-3-yl)dihydropyrimidine-2,4(1H,3H)-dione C(C)(C)S(=O)(=O)N1CCC(CC1)CC1=CC=2N(C=C1)N=CC2N2C(NC(CC2)=O)=O